bis[3-(triethoxysilyl)propyl]methylamine C(C)O[Si](CCCN(C)CCC[Si](OCC)(OCC)OCC)(OCC)OCC